1-isocyanato-1-methyl-4-(isocyanatomethyl)cyclohexane N(=C=O)C1(CCC(CC1)CN=C=O)C